potassium hydroxide, hydrochloride Cl.[OH-].[K+]